O[C@@H]1C[C@H]2[C@H](CCCC3=C(O2)C=C(C=C3)C(=O)O)[C@H]1\C=C\C(C(CCCC)C(F)(F)F)O (2R,3R,3aR,11aS)-2-hydroxy-3-[(1E,3ξ,4ξ)-3-hydroxy-4-(trifluoromethyl)-1-octen-1-yl]-1,2,3,3a,4,5,6,11a-octahydrobenzo[b]cyclopenta[g]oxocine-9-carboxylic acid